COC1=C(C=CC(=C1)N1CCOCC1)C1(N=C(C=2C(=N1)NNC2C=2C=NN(C2)C)NC2=CC=CC=C2)N 6-(2-methoxy-4-morpholinophenyl)-3-(1-methyl-1H-pyrazol-4-yl)-N4-phenyl-1H-pyrazolo[3,4-d]pyrimidine-4,6-diamine